COC=1C=2N(C=C(C1)C1=C(C(=NN1)C1=NC=C(C=C1)C1CCN(CC1)C1COC1)CC(F)(F)F)N=CN2 8-methoxy-6-(3-(5-(1-(oxetan-3-yl)piperidin-4-yl)pyridin-2-yl)-4-(2,2,2-trifluoroethyl)-1H-pyrazol-5-yl)-[1,2,4]triazolo[1,5-a]pyridine